4-methylenedioxyphenyl-boronic acid pinacol ester C1OC2=CC=C(C=C2O1)B1OC(C)(C)C(C)(C)O1